COC1=NC=C(C(=N1)OC)C=1C=C(C=2N(N1)C=CN2)[C@@H]2[C@H](C2)C2=CC1=C(C=N2)C=CN1CC(F)(F)F 6-(2,4-dimethoxypyrimidin-5-yl)-8-((1S,2S)-2-(1-(2,2,2-trifluoroethyl)-1H-pyrrolo[3,2-c]pyridin-6-yl)cyclopropyl)imidazo[1,2-b]pyridazine